N-(2-oxo-2-((2'-oxo-1,1',2',3-tetrahydrospiro[indene-2,3'-pyrrolo[2,3-b]pyridin]-5-yl)amino)ethyl)-1-(pyrazine-2-carbonyl)piperidine-4-carboxamide O=C(CNC(=O)C1CCN(CC1)C(=O)C1=NC=CN=C1)NC=1C=C2CC3(C(NC4=NC=CC=C43)=O)CC2=CC1